BrC1=C(NCCCN(C(OC(C)(C)C)=O)C)C(=CC(=C1)C)[N+](=O)[O-] tert-butyl N-[3-(2-bromo-4-methyl-6-nitro-anilino)propyl]-N-methyl-carbamate